4-chloro-2-(prop-1-en-2-yl)pyridin-3-amine ClC1=C(C(=NC=C1)C(=C)C)N